ClC1=C(C(=O)NC)C=CC(=C1)NC1=NC=C(C(=N1)N[C@H](CO)C1=CC=CC=C1)C1=NN=NN1C 2-chloro-4-[[4-[[(1S)-2-hydroxy-1-phenyl-ethyl]amino]-5-(1-methyltetrazol-5-yl)pyrimidin-2-yl]amino]-N-methyl-benzamide